5-((diethoxyphosphoryl)difluoromethyl)benzo[b]thiophene-2-carboxylic acid perfluorophenyl ester FC1=C(C(=C(C(=C1F)F)F)F)OC(=O)C1=CC2=C(S1)C=CC(=C2)C(F)(F)P(=O)(OCC)OCC